1,2-dihydroxypropoxy-2,3-dioleyloxy-propan OC(C(C)O)OCC(COCCCCCCCC\C=C/CCCCCCCC)OCCCCCCCC\C=C/CCCCCCCC